OC(C([2H])([2H])N(CCCCCCCC(=O)OC(CCCCCCCC)CCCCCCCC)CCCCCCCC(=O)OCCCCCCCCC)([2H])[2H] 1-octylnonyl 8-{[2-hydroxy(2H4)ethyl][7-(nonyloxycarbonyl)heptyl]amino}octanoate